C1(=CC=CC=C1)[C@@H](C)OC(=O)[C@]1(CN(C[C@H]1CCCB1OC(C(O1)(C)C)(C)C)C(NC(NC(=O)OC(C)(C)C)=NC(=O)OC(C)(C)C)=O)N=[N+]=[N-] |r| (racemic)-trans-(R)-1-phenylethyl-3-azido-1-((N,N'-bis(tert-butoxycarbonyl)carbamimidoyl)carbamoyl)-4-(3-(4,4,5,5-tetramethyl-1,3,2-dioxaborolan-2-yl)propyl)pyrrolidine-3-carboxylate